Rac-(5S,7S)-N-cyclopropyl-N-(2,2-difluoroethyl)-7-fluoro-5-phenyl-6,7-dihydro-5H-pyrrolo[1,2-b][1,2,4]triazole-2-carboxamide C1(CC1)N(C(=O)C=1N=C2N(N1)[C@@H](C[C@@H]2F)C2=CC=CC=C2)CC(F)F |r|